p-isopropylphenyl ethylene oxide C(C)(C)C1=CC=C(C=C1)C1CO1